2-[(3S)-3-[4-[3-[6-[8-(1,3-benzothiazol-2-ylcarbamoyl)-3,4-dihydro-1H-isoquinolin-2-yl]-2-tert-butoxycarbonyl-3-pyridyl]-2-methyl-phenoxy]butyl]-1-piperidyl]acetic acid S1C(=NC2=C1C=CC=C2)NC(=O)C=2C=CC=C1CCN(CC21)C2=CC=C(C(=N2)C(=O)OC(C)(C)C)C=2C(=C(OCCCC[C@@H]1CN(CCC1)CC(=O)O)C=CC2)C